ClC=1C=CC=C2C(CC(OC12)(C)C)NC(=O)[C@H]1[C@@H](C1)[C@@H](N1C(NC(CC1=O)(C)C)=[NH2+])C=1C=[NH+]C=CC1 [1-[(R)-[(1R,2R)-2-[(8-chloro-2,2-dimethyl-chroman-4-yl)carbamoyl]cyclopropyl]-pyridin-1-ium-3-yl-methyl]-4,4-dimethyl-6-oxo-hexahydropyrimidin-2-ylidene]ammonium